NC=1C2=C(N=CN1)N(C(=C2C2=CC=C(C=C2)OCCN2CCCC2)C2=CCC1(CCN(CC1)C(C=C)=O)CC2)C 1-(9-(4-amino-7-methyl-5-(4-(2-(pyrrolidin-1-yl)ethoxy)phenyl)-7H-pyrrolo[2,3-d]pyrimidin-6-yl)-3-azaspiro[5.5]undec-8-en-3-yl)prop-2-en-1-one